C(#N)C1=NNC=C1 3-cyanopyrazole